4-(9,9-dimethylacridine-10(9H)-yl)benzo[c][1,2,5]thiadiazole CC1(C2=CC=CC=C2N(C=2C=CC=CC12)C1=CC=CC2=NSN=C21)C